N1,N5-bis(3-(bis(2-((tert-butyldimethylsilyl)oxy)decyl)amino)propyl)-3-hydroxy-N1,N5,3-trimethylpentanediamide [Si](C)(C)(C(C)(C)C)OC(CN(CCCN(C(CC(CC(=O)N(C)CCCN(CC(CCCCCCCC)O[Si](C)(C)C(C)(C)C)CC(CCCCCCCC)O[Si](C)(C)C(C)(C)C)(C)O)=O)C)CC(CCCCCCCC)O[Si](C)(C)C(C)(C)C)CCCCCCCC